n-butyl-vinylether C(CCC)OC=C